ClC=1N(N=C2C(N(CCC21)C(C(F)F)C2CC2)=O)CC2=C(C=CC=C2F)F 3-chloro-6-(1-Cyclopropyl-2,2-difluoroethyl)-2-(2,6-difluorobenzyl)-2,4,5,6-tetrahydro-7H-pyrazolo[3,4-c]Pyridin-7-one